BrC1=CN=C(C2=CC(=NC=C12)Cl)O 4-bromo-7-chloro-2,6-diazanaphthalen-1-ol